C(C)N1N=C(C2=NC(=CC(=C21)C(C#N)(C)C)N2[C@@H](COCC2)C)C2=NNC=C2 (R)-2-(1-ethyl-5-(3-methylmorpholino)-3-(1H-pyrazol-3-yl)-1H-pyrazolo[4,3-b]pyridin-7-yl)-2-methylpropanenitrile